N[C@H](C(=O)N1C[C@H](CC1)NC1=NC=NC2=CC=C(C=C12)C=1C=NC(=C(C1)C(F)(F)F)OC)C[Se]C (R)-2-amino-1-((S)-3-((6-(6-methoxy-5-(trifluoromethyl)-3-pyridinyl)-4-quinazolinyl)amino)1-pyrrolidinyl)-3-(methylseleno)propan-1-one